5-(2-Fluorobenzyl)-3-methyl-4-oxo-4,5,6,7-tetrahydropyrazolo[1,5-a]pyrazine-2-carboxylic acid (5-difluoromethyl-[1,3,4]thiadiazol-2-yl) amide FC(C1=NN=C(S1)NC(=O)C1=NN2C(C(N(CC2)CC2=C(C=CC=C2)F)=O)=C1C)F